ClCCC(C[C@H](N)C(=O)[O-])C(=O)[O-] gamma-2-chloroethyl-L-glutamate